FC(C1=CC=C(CN2C=CC3=NC=CC(=C32)C(=O)O)C=C1)(F)F 1-(4-(trifluoromethyl)benzyl)-1H-pyrrolo[3,2-b]Pyridine-7-carboxylic acid